O1C(=NC2=C1C=CC=C2)C2(CCN(CC2)C(=O)OC(C)(C)C)O tert-butyl 4-(1,3-benzooxazol-2-yl)-4-hydroxypiperidine-1-carboxylate